CC[C@@H]1[C@@]2([C@@H]([C@H](C(=O)[C@@H](C[C@@]([C@@H]([C@H](C(=O)[C@H](C(=O)O1)C)C)O[C@H]3[C@@H]([C@H](C[C@H](O3)C)N(C)C)O)(C)OC/C=C/C4=CC5=CC=CC=C5N=C4)C)C)NC(=O)O2)C The molecule is a macrolide antibiotic which displays in vitro activity against both gram-positive and gram-negative bacteria and is currently under investigation for the treatment of community-acquired pneumonia. The US Food and Drug Administration (FDA) have also granted orphan drug designation to cethromycin for the treatment of anthrax prophylaxis, tularemia, and plague (PDB entry: 1NWX). It has a role as an antibacterial drug and a protein synthesis inhibitor. It is a macrolide antibiotic, a member of quinolines and a monosaccharide derivative.